O[C@]1(C(CN(CC1)C(C[C@@H](C)C1=CC=CC=C1)=O)(C)C)CN1C=NC(=CC1=O)C1=CC=CC=C1 3-(((R)-4-hydroxy-3,3-dimethyl-1-((R)-3-phenylbutyryl)piperidin-4-yl)methyl)-6-phenylpyrimidin-4(3H)-one